The molecule is an organosilicon compound that is dimethylsilane in which the hydrogens attached to the silicon are replaced by p-fluorophenyl groups and a hydrogen attached to one of the methyl groups is replaced by a 1H-1,2,4-triazol-1-yl group. It is a broad-sepctrum fungicide used to protect a variety of crops. It has a role as a xenobiotic, an environmental contaminant, an EC 1.14.13.70 (sterol 14alpha-demethylase) inhibitor and an antifungal agrochemical. It is a member of monofluorobenzenes, a member of triazoles, an organosilicon compound, a conazole fungicide and a triazole fungicide. C[Si](CN1C=NC=N1)(C2=CC=C(C=C2)F)C3=CC=C(C=C3)F